ClC=1C=C(C=C(C1)C)C=1N=NC2=CC=C(C=C2C1N1CCC(CC1)NC1COC1)C=1C(=C(C#N)C=C(C1)F)O 3-[3-(3-Chloro-5-methylphenyl)-4-{4-[(oxetan-3-yl)amino]piperidin-1-yl}cinnolin-6-yl]-5-fluoro-2-hydroxybenzonitril